C(CCC)OC(=O)N1CCC(CC1)O.OCCC1=CC=C(C=C1)NC(C(C)OC1=CC=C2C(=CC(OC2=C1)=O)C1=C(C=CC=C1)C)=O N-[4-(2-hydroxyethyl)phenyl]-2-[4-(o-tolyl)-2-oxo-chromen-7-yl]oxy-propionamide butyl-4-hydroxypiperidine-1-carboxylate